methyl (7-bromo-1-methyl-4-(4-(trifluoromethoxy)phenyl)-1H-benzo[d]imidazol-6-yl)carbamate BrC1=C(C=C(C2=C1N(C=N2)C)C2=CC=C(C=C2)OC(F)(F)F)NC(OC)=O